C1=CC=CC=2C3=CC=CC=C3C(C12)COC(=O)N[C@H](C(=O)NC=1C=CC(=C(C1)S(=O)(=O)[O-])CO)CCCNC(=O)N.[Na+] sodium 5-[[(2S)-2-(9H-fluoren-9-ylmethoxycarbonylamino)-5-ureido-pentanoyl]amino]-2-(hydroxymethyl)benzenesulfonate